p-fluoroazidobenzene FC1=CC=C(C=C1)N=[N+]=[N-]